[Si](C)(C)(C(C)(C)C)N=S(=O)(NC1CCC1)C1=CC=CC=C1 N'-(tert-butyldimethylsilyl)-N-cyclobutylbenzenesulfonimidamide